7-octene-1-sulfonyl fluoride C(CCCCCC=C)S(=O)(=O)F